4-amino-7-fluoro-N-[[2-fluoro-4-(trifluoromethyl)phenyl]methyl]-N-(1,3,5-trimethylpyrazol-4-yl)imidazo[1,5-a]quinoxaline-8-carboxamide NC=1C=2N(C3=CC(=C(C=C3N1)F)C(=O)N(C=1C(=NN(C1C)C)C)CC1=C(C=C(C=C1)C(F)(F)F)F)C=NC2